O[C@@H]1C[C@H](N(C1=O)C(=O)OC(C)(C)C)C(=O)OC 1-(tert-butyl) 2-methyl (2S,4R)-4-hydroxy-5-oxopyrrolidine-1,2-dicarboxylate